FC(C(=O)O)(F)F.C(C1=CC=CC=C1)OC1(CNC1)C 3-(benzyloxy)-3-methylazetidine 2,2,2-trifluoroacetate